tetramethylguanidine dodecanedicarboxylate C(CCCCCCCCCCC)(C(=O)O)C(=O)O.CN(C(N(C)C)=N)C